SCCCSSSSCCCS (3-mercaptopropyl) tetrasulfide